6-chloro-N-((6-cyclopropylimidazo[1,2-a]pyridin-2-yl)methyl)-2-methoxypyrimidin-4-amine ClC1=CC(=NC(=N1)OC)NCC=1N=C2N(C=C(C=C2)C2CC2)C1